N-(5-(chloromethyl-d)thiazol-2-yl)acetamide ClC(C1=CN=C(S1)NC(C)=O)[2H]